2-[(3R)-3-[2-[5-[(4,6-difluoro-1H-indol-5-yl)oxy]-2-fluoro-phenyl]oxazol-4-yl]-3-methyl-2H-benzofuran-7-yl]acetic acid FC1=C2C=CNC2=CC(=C1OC=1C=CC(=C(C1)C=1OC=C(N1)[C@@]1(COC2=C1C=CC=C2CC(=O)O)C)F)F